N,N-diethylbutanamide C(C)N(C(CCC)=O)CC